tert-butyl 3-bromo-7-(5-carbamoylpyridin-2-yl)-1H-indole-1-carboxylate BrC1=CN(C2=C(C=CC=C12)C1=NC=C(C=C1)C(N)=O)C(=O)OC(C)(C)C